C(C)(C)(C)C=1C=CC=2N(C3=CC=CC=C3C2C1)C=1C=C(C=CC1)C=1C(=C(C(=NC1N1C2=CC=CC=C2C=2C=C(C=CC12)C)N1C2=CC=CC=C2C=2C=C(C=CC12)C)N1C2=CC=CC=C2C=2C=C(C=CC12)C)C1=C(C=CC=C1)C=1C=NC=CC1 9,9',9''-(5-(3-(3-(tert-butyl)-9H-carbazol-9-yl)phenyl)-4-(2-(pyridin-3-yl)phenyl)pyridine-2,3,6-triyl)tris(3-methyl-9H-carbazole)